CC=1NC2=CC(=CC=C2C1C(=O)NCC=1C(NC(=CC1SC)C)=O)C=1C=NN(C1)C 2-methyl-6-(1-methyl-1H-pyrazol-4-yl)-N-((6-methyl-4-(methylthio)-2-oxo-1,2-dihydropyridin-3-yl)methyl)-1H-indole-3-carboxamide